P(O)(O)O.[SiH4] silane phosphite